C(C)C(CC=1C=C(C=C(C1)O)O)CCCC 5-(2-Ethylhexyl)benzene-1,3-diol